6-(2-chloro-4-fluoro-phenyl)-N-[[6-(3,3-dimethylbutyl)-6-azaspiro[2.5]octan-2-yl]methyl]pyridazin-3-amine ClC1=C(C=CC(=C1)F)C1=CC=C(N=N1)NCC1CC12CCN(CC2)CCC(C)(C)C